1,4-bis(3,5-dimethyl-4-nitryloxyphenoxy)xylene CC=1C=C(OC2(C(C=C(C=C2)OC2=CC(=C(C(=C2)C)O[N+](=O)[O-])C)C)C)C=C(C1O[N+](=O)[O-])C